2-chloro-9-(6-(hydroxymethyl)spiro[3.3]heptane-2-yl)-7,9-dihydro-8H-purin-8-one ClC1=NC=C2NC(N(C2=N1)C1CC2(C1)CC(C2)CO)=O